7-(4-chlorobenzyl)-3-ethyl-1-(3-hydroxypropyl)-8-(4-methoxyphenoxy)-1H-purine-2,6(3H,7H)-dione ClC1=CC=C(CN2C(=NC=3N(C(N(C(C23)=O)CCCO)=O)CC)OC2=CC=C(C=C2)OC)C=C1